3-(methylamino)-1-[4-[2-(trifluoromethyl)pyrimidin-5-yl]piperazin-1-yl]butan-1-one CNC(CC(=O)N1CCN(CC1)C=1C=NC(=NC1)C(F)(F)F)C